N1C=C(C2=CC=CC=C12)CC(CCCC)NC(=O)C1=CC2=C(S1)C=C(C=C2)N2CC(CC2)(C)O N-(1-(1H-indol-3-yl)hexane-2-yl)-6-(3-hydroxy-3-methylpyrrolidin-1-yl)benzo[b]thiophene-2-carboxamide